4-(5-chloro-2-(1-((3-methoxy-5-(methylsulfonyl)-phenyl)amino)-2-(5-methoxy-6-(trifluoromethyl)indolin-1-yl)-2-oxoethyl)phenoxy)-butyric acid ClC=1C=CC(=C(OCCCC(=O)O)C1)C(C(=O)N1CCC2=CC(=C(C=C12)C(F)(F)F)OC)NC1=CC(=CC(=C1)S(=O)(=O)C)OC